6-(2,7-Dimethyl-2H-indazol-5-yl)-N-(piperidin-4-yl)[1,3]thiazolo[4,5-b]pyridin-2-amin CN1N=C2C(=CC(=CC2=C1)C=1C=C2C(=NC1)N=C(S2)NC2CCNCC2)C